2-(1H-benzo[d]imidazol-2-yl)-3-(3,5-dimethyl-1-phenyl-1H-pyrazol-4-yl)acrylonitrile N1C(=NC2=C1C=CC=C2)C(C#N)=CC=2C(=NN(C2C)C2=CC=CC=C2)C